FC=1C=C2C=NN(C2=CC1OC1CCCC=2C(=C(C=NC12)C#N)C)C=1C=NN(C1)C 8-((5-Fluoro-1-(1-methyl-1H-pyrazol-4-yl)-1H-indazol-6-yl)oxy)-4-methyl-5,6,7,8-tetrahydroquinoline-3-carbonitrile